2-(2-Azaspiro[3.3]heptan-2-yl)-1,3-benzoxazole C1N(CC12CCC2)C=2OC1=C(N2)C=CC=C1